(3S,4S)-N-[3-(4-methylpiperazin-1-yl)phenyl]-2-[(4-methylphenyl)methyl]-1-oxo-3-[4-(trifluoromethyl)phenyl]-1,2,3,4-tetrahydroisoquinoline-4-carboxamide CN1CCN(CC1)C=1C=C(C=CC1)NC(=O)[C@@H]1[C@H](N(C(C2=CC=CC=C12)=O)CC1=CC=C(C=C1)C)C1=CC=C(C=C1)C(F)(F)F